SCC(=O)NC=1C=NC(=NC1)NC1=CC2=CC=CC=C2C=C1 mercapto-N-(2-(naphthalen-2-ylamino)pyrimidin-5-yl)acetamide